tin ethyl-ethane C(C)CC.[Sn]